N3-(3,4-difluorophenyl)-N3-(3-tetrahydropyran-2-yloxypropyl)-4H-1,2,4-triazole-3,5-diamine FC=1C=C(C=CC1F)N(C1=NN=C(N1)N)CCCOC1OCCCC1